FC=1C(=NC(=C(C1)OC)OCCC)C=1C=NC=C(C1)C=1CB(OC1)O 4-(3-Fluoro-5-methoxy-6-propoxy-[2,3'-bipyridyl]-5'-yl)-1,2-oxaborole-2-ol